(S)-2-((S)-4,4-difluoro-3-(6-oxo-1,6-dihydropyridin-3-yl)piperidin-1-yl)-N-(5-(pyridin-2-yloxy)pyridin-2-yl)propanamide FC1([C@H](CN(CC1)[C@H](C(=O)NC1=NC=C(C=C1)OC1=NC=CC=C1)C)C1=CNC(C=C1)=O)F